phenethyl-2,3-dihydro-1H-indene C(CC1=CC=CC=C1)C1CCC2=CC=CC=C12